1-((R)-2-((3R,5R,8R,9R,10S,13S,14S,17S)-3-ethyl-3-hydroxy-13-methylhexadecahydro-1H-cyclopenta[a]phenanthren-17-yl)-2-hydroxypropyl)-1H-pyrazole-4-carbonitrile C(C)[C@]1(CC[C@@H]2[C@H]3CC[C@@]4([C@H](CC[C@H]4[C@@H]3CC[C@@H]2C1)[C@@](CN1N=CC(=C1)C#N)(C)O)C)O